CC1N(C(CCC1)C)CCCCCN1C(C=NC2=CC=C(C=C12)C(=O)O)=O 4-(5-(2,6-dimethyl-piperidin-1-yl)-pentyl)-3-oxo-3,4-dihydro-quinoxaline-6-carboxylic acid